COC1=CC=C(CN(C2=NC(=C(C(=C2N)NCC2(COC(OC2)(C)C)C)C)C)CC2=CC=C(C=C2)OC)C=C1 N2,N2-bis(4-methoxybenzyl)-5,6-dimethyl-N4-((2,2,5-trimethyl-1,3-dioxan-5-yl)methyl)pyridine-2,3,4-triamine